2,5-dimethyl-2,5-di(t-amyl-peroxy)hexane Sodium [Na].CC(C)(CCC(C)(OOC(C)(C)CC)C)OOC(C)(C)CC